4-methoxy-N-[(1s,4s)-4-{[2-(trifluoromethyl)-1,3-benzothiazol-4-yl]amino}cyclohexyl]benzamide COC1=CC=C(C(=O)NC2CCC(CC2)NC2=CC=CC3=C2N=C(S3)C(F)(F)F)C=C1